C(C1=CC=CC=C1)OC1=CC=C(C=C1)C(=O)C1=C(N(C=2N=CN=CC21)C)CC (4-(benzyloxy)phenyl)(6-ethyl-7-methyl-7H-pyrrolo[2,3-d]pyrimidin-5-yl)methanone